3-fluoro-4-chloroiodobenzene FC=1C=C(C=CC1Cl)I